BrC=1C(=NN(C1)C([2H])([2H])[2H])C1=CC=C(C=C1)F 4-bromo-3-(4-fluorophenyl)-1-(methyl-d3)-1H-pyrazole